4-(4-amino-2,6-dichloro-phenoxy)-2-(isopropenyl)phenol NC1=CC(=C(OC2=CC(=C(C=C2)O)C(=C)C)C(=C1)Cl)Cl